C(#N)C1=C(C=C(C=C1)N1C(N(C2(CCC2)C1=O)C1=CC=C(C=C1)CC(=O)N)=S)C(F)(F)F 2-{4-[7-(4-cyano-3-trifluoromethylphenyl)-8-oxo-6-thioxo-5,7-diaza-spiro[3.4]oct-5-yl]phenyl}acetamide